C(C)C=1C(=C2C=NNC2=C(C1F)N(C)CC)C=1C=CC=2N(C1)C=C(N2)NC(=O)[C@H]2[C@H](C2)F (1S,2S)-N-(6-(5-ethyl-7-(ethyl-(methyl)amino)-6-fluoro-1H-indazol-4-yl)imidazo[1,2-a]pyridin-2-yl)-2-fluorocyclopropane-1-carboxamide